8-methyl-6,7-dihydropyrimido[5,4-b][1,4]oxazin-4-amine CN1C2=C(OCC1)C(=NC=N2)N